N2-methyl-N4-(2-(trifluoromethyl)benzyl)pyrido[2,3-d]pyrimidine-2,4-diamine CNC=1N=C(C2=C(N1)N=CC=C2)NCC2=C(C=CC=C2)C(F)(F)F